C[C@@]1(CN(CC1)C(=O)[O-])[C@H]1N(CC(C1)(C)C)C (3R)-3-methyl-3-[(2S)-1,4,4-trimethylpyrrolidin-2-yl]pyrrolidine-1-carboxylate